(E)-1-(2-(4-isobutoxystyryl)-4,6-dimethoxybenzyl)-1-(4-methoxybenzyl)-3-(3-methoxypropyl)urea C(C(C)C)OC1=CC=C(/C=C/C2=C(CN(C(=O)NCCCOC)CC3=CC=C(C=C3)OC)C(=CC(=C2)OC)OC)C=C1